CS(=O)S(=O)(=O)[O-].[Na+] sodium methylsulfinyl-sulfonate